FC1(C(C1)C(=O)N(C)OC)F 2,2-difluoro-N-methoxy-N-methylcyclopropanecarboxamide